Aluminium tris(8-hydroxychinolin) OC=1C=CC=C2C=CC=NC12.OC=1C=CC=C2C=CC=NC12.OC=1C=CC=C2C=CC=NC12.[Al]